C(C)(C)(C)OC(=O)[C@@H]1[C@H]2C=CC(N[C@H]2C1)=O |r| racemic-(1SR,6RS,7SR)-3-oxo-2-azabicyclo[4.2.0]oct-4-ene-7-carboxylic acid tert-butyl ester